The molecule is a pyrroledicarboxylic acid that is pyrrole-2,5-dicarboxylic acid in which the hydrogens at positions 3 and 4 have been replaced by indol-3-yl groups. It has a role as a bacterial metabolite. It is a member of indoles and a pyrroledicarboxylic acid. It is a conjugate acid of a chromopyrrolate(2-). C1=CC=C2C(=C1)C(=CN2)C3=C(NC(=C3C4=CNC5=CC=CC=C54)C(=O)O)C(=O)O